methyl 2-methoxy-5-(3a,4,7,7a-tetrahydro-4,7-methanobenzo[d]isoxazol-3-yl)benzoate COC1=C(C(=O)OC)C=C(C=C1)C1=NOC2C1C1C=CC2C1